CC=1N(C=CN1)CCCN 3-(2-Methyl-1H-imidazol-1-yl)propan-1-amine